tert-Butyl (S)-(1-(4-(4-isopropyl-5-(8-methoxy-[1,2,4]triazolo[1,5-a]pyridin-6-yl)-1-((2-(trimethylsilyl)ethoxy)methyl)-1H-pyrazol-3-yl)phenyl)ethyl)(methyl)carbamate C(C)(C)C=1C(=NN(C1C=1C=C(C=2N(C1)N=CN2)OC)COCC[Si](C)(C)C)C2=CC=C(C=C2)[C@H](C)N(C(OC(C)(C)C)=O)C